proLinate N1[C@@H](CCC1)C(=O)[O-]